N-(4,4,4-trifluoro-3-hydroxy-3-(trifluoromethyl)butyl)-4-(trifluoromethoxy)benzenesulfonamide FC(C(CCNS(=O)(=O)C1=CC=C(C=C1)OC(F)(F)F)(C(F)(F)F)O)(F)F